tert-Butyl (3R)-3-(3-(4-(3-cyano-4-hydroxypyrazolo[1,5-a]pyridin-6-yl)-5-methyl-1H-pyrazol-1-yl)azetidin-1-yl)pyrrolidine-1-carboxylate C(#N)C=1C=NN2C1C(=CC(=C2)C=2C=NN(C2C)C2CN(C2)[C@H]2CN(CC2)C(=O)OC(C)(C)C)O